C(OC=1C(=NC=CC1OC)C(N[C@@H](CC(C)C)C1=NOC(=N1)C1=CC=C(C=C1)F)=O)(OCC(C)C)=O (S)-2-((1-(5-(4-fluorophenyl)-1,2,4-oxadiazol-3-yl)-3-methylbutyl)carbamoyl)-4-methoxypyridin-3-yl isobutyl carbonate